2-chloro-5-methoxy-N-((4-(1-methyl-4-(trifluoromethyl)-1H-imidazol-2-yl)bicyclo[2.2.2]octan-1-yl)methyl)pyrimidin-4-amine ClC1=NC=C(C(=N1)NCC12CCC(CC1)(CC2)C=2N(C=C(N2)C(F)(F)F)C)OC